6-(4-cyanophenyl)-2-(1-methyl-1H-pyrazol-4-yl)pyrimidine-4-carboxylic acid C(#N)C1=CC=C(C=C1)C1=CC(=NC(=N1)C=1C=NN(C1)C)C(=O)O